methyl 6-(4-(1-isobutyl-3-(6-(trifluoromethyl)pyridin-3-yl)-1H-pyrrolo[2,3-b]pyridine-6-carbonyl)-3,3-dimethylpiperazin-1-yl)-2,4-dimethylnicotinate C(C(C)C)N1C=C(C=2C1=NC(=CC2)C(=O)N2C(CN(CC2)C2=NC(=C(C(=O)OC)C(=C2)C)C)(C)C)C=2C=NC(=CC2)C(F)(F)F